4-(dimethyl)aminobenzaldehyde CN(C1=CC=C(C=O)C=C1)C